BrC1=CC(=C2C=C(N(C2=C1F)COCC[Si](C)(C)C)C(=O)OC)Cl methyl 6-bromo-4-chloro-7-fluoro-1-(2-trimethylsilylethoxymethyl)indole-2-carboxylate